N-[(1S,4R)-9-(dichloromethylene)-1,2,3,4-tetrahydro-1,4-methanonaphth-5-yl]-3-(difluoromethyl)-1-methyl-1H-pyrazole-4-carboxamide ClC(=C1[C@H]2CC[C@@H]1C1=C(C=CC=C21)NC(=O)C=2C(=NN(C2)C)C(F)F)Cl